C(C=C)(=O)O.OCCCCCCCC1C(=O)NC(C1)=O hydroxyheptylsuccinimide acrylate